ClC1=C(C(=CC=C1)Cl)N1CC(C1)C=1C=CC(=NC1)CN1CC(C1)(O)C ((5-(1-(2,6-dichlorophenyl)azetidin-3-yl)pyridin-2-yl)methyl)-3-methylazetidin-3-ol